4-allyl-6-fluorocatechol di(2-methylheptanoate) CC(C(=O)OC=1C(OC(C(CCCCC)C)=O)=CC(=CC1F)CC=C)CCCCC